BrC1=NN2C(N=CC=C2C2CN(CCC2)CC2=CC=C(C=C2)Cl)=C1CNCC1CCOCC1 1-(2-Bromo-7-(1-(4-chlorobenzyl)piperidin-3-yl)pyrazolo[1,5-a]pyrimidin-3-yl)-N-((tetrahydro-2H-pyran-4-yl)methyl)methanamine